6-bromo-2-[(cis)-3-hydroxy-3-methylcyclobutyl]-4-(trifluoromethyl)-1,3-isoindolinedione BrC1=CC(=C2C(N(C(C2=C1)=O)C1CC(C1)(C)O)=O)C(F)(F)F